CC1=CC=C(C=2SC3=C(C21)C=CC(=C3)C3=CC=CC=C3)B(O)O (1-methyl-7-phenyldibenzo[b,d]thiophen-4-yl)boronic acid